4-[[(2R,3S,4S,5S)-3-[2-(Cyclobutoxy)-3,4-difluorophenyl]-4,5-dimethyl-5-(trifluoromethyl)tetrahydrofuran-2-carbonyl]amino]pyridin-2-carboxamid C1(CCC1)OC1=C(C=CC(=C1F)F)[C@H]1[C@@H](O[C@@]([C@H]1C)(C(F)(F)F)C)C(=O)NC1=CC(=NC=C1)C(=O)N